2-(((2R,3S,4R,5R)-5-(2-chloro-6-(methylamino)-9H-purin-9-yl)-3-ethynyl-3,4-dihydroxytetrahydrofuran-2-yl)methoxy)-2-(4-(3-methyl-2-oxotetrahydropyrimidin-1(2H)-yl)benzyl)malonic acid ClC1=NC(=C2N=CN(C2=N1)[C@H]1[C@@H]([C@@]([C@H](O1)COC(C(=O)O)(C(=O)O)CC1=CC=C(C=C1)N1C(N(CCC1)C)=O)(O)C#C)O)NC